OC(COC1=CC(=C(C=C1)C1=NC(=NC(=N1)C1=C(C=C(C=C1)C)C)C1=C(C=C(C=C1)C)C)O)COCCCCCCCCCCCC 2-(4-[(2-hydroxy-3-dodecyl-oxy-propyl)oxy]-2-hydroxyphenyl)-4,6-bis(2,4-dimethylphenyl)-1,3,5-triazine